NC1=NC(=C(C(=N1)N)C#N)NC(C)C=1C(=NC2=CC(=CC=C2C1)F)C1=CC(=CC=C1)F 2,4-Diamino-6-{1-[7-fluoro-2-(3-fluoro-phenyl)-quinolin-3-yl]-ethylamino}-pyrimidine-5-carbonitrile